tert-butyl (3-(4-(2-(4-((2-(2H-1,2,3-triazol-2-yl)pyrimidin-4-yl)methoxy)phenyl)propan-2-yl)phenoxy)propyl)carbamate N=1N(N=CC1)C1=NC=CC(=N1)COC1=CC=C(C=C1)C(C)(C)C1=CC=C(OCCCNC(OC(C)(C)C)=O)C=C1